N-[4-(3-cyanophenyl)-5-(4,8-dimethylquinazolin-6-yl)thiazol-2-yl]-2-oxa-6-azaspiro[3.3]heptane-6-carboxamide C(#N)C=1C=C(C=CC1)C=1N=C(SC1C=1C=C2C(=NC=NC2=C(C1)C)C)NC(=O)N1CC2(COC2)C1